(R)-4-(5-methyl-7-oxo-6,7-dihydro-5H-cyclopenta[d]pyrimidin-4-yl)piperazine-1-carboxylic acid tert-butyl ester C(C)(C)(C)OC(=O)N1CCN(CC1)C=1C2=C(N=CN1)C(C[C@H]2C)=O